Tert-butyl (2S)-2-[({4-[({5-[(3-chloro-2-methoxyphenyl)carbamothioyl]-6-oxo-1,2,3,6-tetrahydropyridin-4-yl}amino)methyl]pyridin-3-yl}oxy)methyl]pyrrolidine-1-carboxylate ClC=1C(=C(C=CC1)NC(=S)C1=C(CCNC1=O)NCC1=C(C=NC=C1)OC[C@H]1N(CCC1)C(=O)OC(C)(C)C)OC